(5-(azetidin-3-ylamino)-1-oxoisoindolin-2-yl)piperidine-2,6-dione N1CC(C1)NC=1C=C2CN(C(C2=CC1)=O)N1C(CCCC1=O)=O